CC(=CC)CCCCC trans-3-methyl-2-octene